4-(4-fluorophenyl)-1H-pyrrolo[2,3-c]pyridine FC1=CC=C(C=C1)C1=C2C(=CN=C1)NC=C2